CN1N=C(C=C1C(=O)N[C@@H](C)C1=NC(=NO1)N1CCCC1)C(F)(F)F (S)-1-methyl-N-(1-(3-(pyrrolidin-1-yl)-1,2,4-oxadiazol-5-yl)ethyl)-3-(trifluoromethyl)-1H-pyrazole-5-carboxamide